C(C)C12CC(C1)(C2)NC(C)=O N-(3-ethylbicyclo[1.1.1]pentan-1-yl)acetamide